FC1=C(C=CC=C1)[C@@H]1COC2=C(CN1C(=O)C1CCOCC1)C=CC(=C2)C(=O)NO (R)-3-(2-fluorophenyl)-N-hydroxy-4-(tetrahydro-2H-pyran-4-carbonyl)-2,3,4,5-tetrahydrobenzo[f][1,4]oxazepine-8-carboxamide